pyranmonocarbonyl-curcumin O1C(C=CC=C1)C(=O)COC1=CC(=CC=C1O)\C=C\C(=O)CC(=O)\C=C\C1=CC=C(O)C(OC)=C1